3-bromo-N-(4-(pentafluorosulfaneyl)phenyl)pyridin-2-amine BrC=1C(=NC=CC1)NC1=CC=C(C=C1)S(F)(F)(F)(F)F